[2H]C=1C(=C(C=CC1)O)[2H] dideuterophenol